(E)-3-(4-tert-butylstyryl)thiophene-2-carbonitrile C(C)(C)(C)C1=CC=C(/C=C/C2=C(SC=C2)C#N)C=C1